[N-](S(=O)(=O)C(F)(F)F)S(=O)(=O)C(F)(F)F.C(CCCCCCC)N1CN(C=C1)C 1-octyl-3-methylimidazole bis(trifluoromethanesulfonyl)imide salt